CC1=NN=CN1 3-methyl-4H-1,2,4-triazol